N,N-Dimethyl-2-((2-(3-(3-((4-methyl-4H-1,2,4-triazol-3-yl)methyl)oxetan-3-yl)phenyl)-7-(trifluoromethyl)-1H-benzo[d]imidazol-6-yl)oxy)ethan-1-amine CN(CCOC=1C=CC2=C(NC(=N2)C2=CC(=CC=C2)C2(COC2)CC2=NN=CN2C)C1C(F)(F)F)C